F\C(=C/C1CN(C1)C(=O)NC)\S(=O)(=O)C 3-[(E)-2-fluoro-2-methylsulfonyl-vinyl]-N-methyl-azetidine-1-carboxamide